ClC1=CC=CC2=C1NC(=N2)C(=O)N2CC1=C(C[C@H]2C)N=C(S1)N(C)C (R)-(7-Chloro-1H-benzo[d]imidazol-2-yl)(2-(dimethylamino)-6-methyl-6,7-dihydrothiazolo[5,4-c]pyridin-5(4H)-yl)methanone